2,2'-bis(diphenylphosphino)biphenyl ethyl-1,5-dimethyl-1H-imidazole-4-carboxylate C(C)OC(=O)C=1N=CN(C1C)C.C1(=CC=CC=C1)P(C1=C(C=CC=C1)C1=C(C=CC=C1)P(C1=CC=CC=C1)C1=CC=CC=C1)C1=CC=CC=C1